5-amino-2-methylbenzenesulfonate gadolinium [Gd+3].NC=1C=CC(=C(C1)S(=O)(=O)[O-])C.NC=1C=CC(=C(C1)S(=O)(=O)[O-])C.NC=1C=CC(=C(C1)S(=O)(=O)[O-])C